C1=CC2=C3C(=CC=C4C3=C1C(=O)OC4=O)C(=O)OC2=O 1,4,5,8-naphthaleneTetracarboxylic dianhydride